methyl (S)-2-((tert-Butoxycarbonyl) amino)-4-fluorobutyrate C(C)(C)(C)OC(=O)N[C@H](C(=O)OC)CCF